ClC1=CC2=C(NC(=N2)N2N=C(C(=C2O)CCC2=CC=C(C=C2)F)C2=CC=C(C=C2)CCC(=O)OC(C)(C)C)C=C1 tert-butyl 3-{4-[1-(5-chloro-1H-1,3-benzodiazol-2-yl)-4-[2-(4-fluorophenyl)ethyl]-5-hydroxy-1H-pyrazol-3-yl]phenyl}propanoate